tert-Butyl 7-(2-(2-(6-bromo-5-cyano-2-methyl-4-oxo-7-(trifluoromethyl)quinazolin-3(4H)-yl)ethoxy)-5-chlorophenyl)-5-methylthieno[3,2-b]pyridine-3-carboxylate BrC=1C(=C2C(N(C(=NC2=CC1C(F)(F)F)C)CCOC1=C(C=C(C=C1)Cl)C1=C2C(=NC(=C1)C)C(=CS2)C(=O)OC(C)(C)C)=O)C#N